(±)-(trans)-N-(8-amino-6-(5-methyl-2-oxoimidazolidin-1-yl)isoquinolin-3-yl)-2-cyanocyclopropanecarboxamide NC=1C=C(C=C2C=C(N=CC12)NC(=O)[C@H]1[C@@H](C1)C#N)N1C(NC[C@H]1C)=O |&1:23|